4-(but-3-en-1-ylamino)-2-((1-(tert-butyl)-1H-pyrazol-4-yl)amino)pyrimidin-5-carboxamide C(CC=C)NC1=NC(=NC=C1C(=O)N)NC=1C=NN(C1)C(C)(C)C